FC1([C@@H]2[C@@H](N([C@H](C1)CC2)C(=O)C=2NC1=CC=CC(=C1C2)OC)C(=O)N[C@@H](\C=C\2/C(OCC2)=O)C[C@H]2C(NCC2)=O)F (1S,3R,4S)-5,5-difluoro-2-(4-methoxy-1H-indole-2-carbonyl)-N-((R,Z)-1-(2-oxodihydrofuran-3(2H)-ylidene)-3-((S)-2-oxopyrrolidin-3-yl)propan-2-yl)-2-azabicyclo[2.2.2]octane-3-carboxamide